4-chlorophthalic acid disodium salt [Na+].[Na+].ClC=1C=C(C(C(=O)[O-])=CC1)C(=O)[O-]